ClC(C1=NC(=NC(=N1)C(Cl)(Cl)Cl)C1=CC=C(C=C1)OC)(Cl)Cl 2,4-bistrichloromethyl-6-4-methoxyphenyl-1,3,5-triazine